N(=O)N1CCCC1 N-Nitrosopyrrolidine